1-(5-fluoro-2-hydroxymethylphenyl)-3-[3-(2-hydroxyethylamino)-5-trifluoromethoxyphenyl]urea FC=1C=CC(=C(C1)NC(=O)NC1=CC(=CC(=C1)OC(F)(F)F)NCCO)CO